FC1=CC=C(C=C1)N1C(C(=C(C=C1)OCC)C(=O)Cl)=O (4-fluorophenyl)-4-ethoxy-2-oxo-1,2-dihydropyridine-3-carbonyl chloride